ClN1N=C(C=2C=NC=CC21)N2CC1CN(CC1C2)C chloro-3-(5-methylhexahydropyrrolo[3,4-c]pyrrol-2(1H)-yl)-1H-pyrazolo[4,3-c]pyridine